2-amino-1-phenyl-propane NC(CC1=CC=CC=C1)C